N=1N2C(C(=NC1)N)=CN=C2 imidazo[5,1-f][1,2,4]Triazin-4-amine